(2-(1-(6-methyl-2-phenyl-1H-indol-3-yl)-2-nitroethyl)thiophen-3-yl)boronic acid CC1=CC=C2C(=C(NC2=C1)C1=CC=CC=C1)C(C[N+](=O)[O-])C=1SC=CC1B(O)O